N1=C(C=NC=C1)NC1(NNC=C1C(=O)N)C1=CC=C(C=C1)NS(=O)(=O)CC1=CC=C(C=C1)OC(F)(F)F 3-(pyrazin-2-ylamino)-3-(4-(((4-(trifluoromethoxy)phenyl)methyl)sulfonamido)phenyl)-1H-pyrazole-4-carboxamide